dinitromalic acid [N+](=O)([O-])C(C(C(=O)O)O)(C(=O)O)[N+](=O)[O-]